1,1,1,3,3,3-hexafluoropropan-2-yl 1-((1,3-dihydroisobenzofuran-5-yl) methyl)-1,8-diazaspiro[4.5]decane-8-carboxylate C1OCC2=CC(=CC=C12)CN1CCCC12CCN(CC2)C(=O)OC(C(F)(F)F)C(F)(F)F